N-(2-fluoro-3-methyl-4-((1-methyl-1H-benzo[d]imidazol-5-yl)oxy)phenyl)-6-(methylthio)pyrimido[5,4-d]pyrimidin-4-amine FC1=C(C=CC(=C1C)OC1=CC2=C(N(C=N2)C)C=C1)NC=1C2=C(N=CN1)C=NC(=N2)SC